2-ethylhexoxyethanol C(C)C(COC(C)O)CCCC